1,1-dimethyl-3-(2-(trifluoromethyl)-1H-pyrrolo[3,2-c]pyridin-6-yl)urea CN(C(=O)NC1=CC2=C(C=N1)C=C(N2)C(F)(F)F)C